BrC1=C(C=C(C=O)C=C1)C=O 4-bromoisophthalaldehyde